ClC=1C=C(C=CC1F)NC(N(CC1=CN=CC2=CC=CC=C12)CC)=O (S)-3-(3-chloro-4-fluorophenyl)-1-ethyl-1-(isoquinolin-4-ylmethyl)urea